C(=O)(O)[C@@H](CC1=CC=C(CCNC(CC=2C=C(C=CC2)C[C@@H](C(=O)O)C2CNCC2)CC=2C=C(C=CC2)C[C@@H](C(=O)O)C2CNCC2)C=C1)[C@@H]1CNCC1 (2S,2'S)-3,3'-((2-((4-((S)-2-carboxy-2-((R)-pyrrolidin-3-yl)ethyl)phenethyl)amino)propane-1,3-diyl)bis(3,1-phenylene))bis(2-(R)-pyrrolidin-3-ylpropanoic acid)